COC(=O)C1CCN(CC1)C=1SC2=C(N1)C=CC(=C2)C(=O)OC2=CC=C(C=C2)C(N)=N 4-Carbamimidoylphenyl 2-(4-(methoxycarbonyl)piperidin-1-yl)benzo[d]thiazole-6-carboxylate